(11-carboxyundecyl)dimethylphenylphosphonium bromide [Br-].C(=O)(O)CCCCCCCCCCC[P+](C1=CC=CC=C1)(C)C